(2-hydroxyethyl)-diethyl-ammonium chloride [Cl-].OCC[NH+](CC)CC